C(C)N1C2=C([C@H]([C@H](C1=O)NC(C1=CC(=CC=C1)C(F)(F)F)=O)C1=CC=C(C=C1)F)C(=NN2C2=CC=CC=C2)C/C=C/C(=O)OC |r| rac-methyl (E)-4-((4R,5R)-7-ethyl-4-(4-fluorophenyl)-6-oxo-1-phenyl-5-(3-(trifluoromethyl)benzamido)-4,5,6,7-tetrahydro-1H-pyrazolo[3,4-b]pyridin-3-yl)but-2-enoate